(S)-2-((4-(6-((1-methyl-1H-indazol-5-yl)methoxy)pyridin-2-yl)piperidine-1-yl)methyl)-1-(oxetan-2-ylmethyl)-1H-benzo[d]imidazole-6-carboxylic acid CN1N=CC2=CC(=CC=C12)COC1=CC=CC(=N1)C1CCN(CC1)CC1=NC2=C(N1C[C@H]1OCC1)C=C(C=C2)C(=O)O